NCC=1N=CC(=NC1)C(=O)OC methyl 5-(aminomethyl)pyrazine-2-carboxylate